C(#N)C1=CC2=C(N=C(S2)NC2=NC=CC(=C2)C2CCN(CC2)C(=O)C2=CC=CC=C2)C=C1 2-((6-cyanobenzo[d]thiazol-2-yl)amino)-4-(1-phenylcarbonylpiperidin-4-yl)pyridine